CC1(CN(C=2C1=NC(=CC2)N2C=NC=C2C)C2=NC(=NC=C2)C2(CC(=C(C=C2OC)N(C)CCN(C)C)N)N)C 4-(4-(3,3-dimethyl-5-(5-methyl-1H-imidazol-1-yl)-2,3-dihydro-1H-pyrrolo[3,2-b]pyridin-1-yl)pyrimidin-2-yl)-N1-(2-(dimethylamino)ethyl)-5-methoxy-N1-methylbenzene-1,2,4-triamine